CN=C=NCCCN(C)C 1-methyl-3-(3-dimethylaminopropyl)carbodiimide